((3aR,4R,6S,6aR)-6-(2,4-dioxo-3,4-dihydropyrimidin-1(2H)yl)-2,2-dimethyltetrahydrofurano[3,4-d][1,3]dioxolan-4-yl) methyl (3-(hexadecyloxy) propyl) phosphate P(=O)(O[C@H]1O[C@@H]([C@@H]2OC(O[C@H]21)(C)C)N2C(NC(C=C2)=O)=O)(OC)OCCCOCCCCCCCCCCCCCCCC